1-cyclopropyl-3-[5-(ethylsulfanyl)-6-[3-methyl-6-(1,1,2,2,2-pentafluoroethyl)-3H-imidazo[4,5-b]pyridin-2-yl]pyridin-3-yl]propane-1,3-dione C1(CC1)C(CC(=O)C=1C=NC(=C(C1)SCC)C1=NC=2C(=NC=C(C2)C(C(F)(F)F)(F)F)N1C)=O